(E)-6-((4-aminobut-2-en-1-yl)amino)-5-nitronicotinamide NC/C=C/CNC1=NC=C(C(=O)N)C=C1[N+](=O)[O-]